[Na].[N+](=O)([O-])C(C=O)C=O NITROMALONALDEHYDE SODIUM SALT